FC(C(=O)O)(F)F.NC1=NN2C(N=CC=C2)=C1C(=O)NC(C)C=1C=C(C=2N(C1C1=CC=CC=C1)C(=NC2)C)Cl 2-Amino-N-[1-(8-chloro-3-methyl-5-phenylimidazo[1,5-a]pyridin-6-yl)ethyl]-pyrazolo[1,5-a]pyrimidine-3-carboxamide trifluoroacetate salt